N-(5-bromo-8-(4-methoxybenzyl)-8H-imidazo[4',5':3,4]benzo[1,2-d]thiazol-2-yl)cyclopropanecarboxamide BrC=1C2=C(C3=C(N=C(S3)NC(=O)C3CC3)C1)N(C=N2)CC2=CC=C(C=C2)OC